2,2'-bis-(di-m-tolylphosphino)-1,1'-binaphthyl C1(=CC(=CC=C1)P(C1=C(C2=CC=CC=C2C=C1)C1=C(C=CC2=CC=CC=C12)P(C=1C=C(C=CC1)C)C=1C=C(C=CC1)C)C=1C=C(C=CC1)C)C